N[C@@H]1[C@@H](OCC12CCN(CC2)C2=NC1=NC=CN=C1C=N2)C 2-((3S,4S)-4-amino-3-methyl-2-oxa-8-azaspiro[4.5]decane-8-yl)pteridine